N-[[4-[5-amino-4-cyano-1-(2-fluorophenyl)pyrazol-3-yl]phenyl]methyl]-2-methoxy-benzamide NC1=C(C(=NN1C1=C(C=CC=C1)F)C1=CC=C(C=C1)CNC(C1=C(C=CC=C1)OC)=O)C#N